ClC=1C(=C(C=CC1)N(CCNC(OC(C)(C)C)=O)C)C=O tert-butyl (2-((3-chloro-2-formylphenyl)(methyl)amino)ethyl)carbamate